ClC1=NC=C(C(=O)NC)C(=C1F)NC1=CC=C(C=C1)C(=O)N1CCCC1 6-chloro-5-Fluoro-N-methyl-4-((4-(pyrrolidine-1-carbonyl)phenyl)amino)nicotinamide